((3aS,4R,6S,6aS)-6-(4-aminopyrrolo[2,1-f][1,2,4]triazin-7-yl)-4-cyano-2,2-dimethyltetrahydrofuro[3,4-d][1,3]dioxol-4-yl)methyl (1,1-difluoro-2-methylpropan-2-yl) carbonate C(OC[C@]1(O[C@H]([C@@H]2OC(O[C@@H]21)(C)C)C2=CC=C1C(=NC=NN12)N)C#N)(OC(C(F)F)(C)C)=O